4-((trans-1-(4-Chlorobenzyl)-2-methylpiperidin-4-yl)amino)-N-methyl-1H-pyrrolo[2,3-b]pyridine-5-carboxamide ClC1=CC=C(CN2[C@H](C[C@@H](CC2)NC2=C3C(=NC=C2C(=O)NC)NC=C3)C)C=C1